1-(6-amino-3,5-difluoro-2-pyridinyl)-8-chloro-6-fluoro-1,4-dihydro-7-(3-hydroxy-1-azetidinyl)-4-oxo-3-quinolinecarboxylate trihydrate O.O.O.NC1=C(C=C(C(=N1)N1C=C(C(C2=CC(=C(C(=C12)Cl)N1CC(C1)O)F)=O)C(=O)O)F)F